6-((3-methoxy-4-((6-methylpyridin-3-yl)methoxy)phenyl)amino)-3-(piperazin-1-yl)quinoxaline-5-carbonitrile COC=1C=C(C=CC1OCC=1C=NC(=CC1)C)NC1=C(C=2N=C(C=NC2C=C1)N1CCNCC1)C#N